NC1=NC=NN2C1=C(C(=N2)C2=C(C=C(C=C2)NC(C(=C)F)=O)C(F)(F)F)C2=CC(=C(C(=O)NC1(CC1)C(F)(F)F)C=C2)OC 4-(4-amino-6-(4-(2-fluoroacrylamido)-2-(trifluoromethyl)phenyl)pyrazolo[5,1-f][1,2,4]triazin-5-yl)-2-methoxy-N-(1-(trifluoromethyl)cyclopropyl)benzamide